4-dodecyloxy-4'-hydroxybiphenyl C(CCCCCCCCCCC)OC1=CC=C(C=C1)C1=CC=C(C=C1)O